7-fluoro-4-(5-fluoropyrimidin-2-yl)-5-(trifluoromethyl)indoline-2-thione FC=1C=C(C(=C2CC(NC12)=S)C1=NC=C(C=N1)F)C(F)(F)F